3-[[5-(4,4,5,5-tetramethyl-1,3,2-dioxaborolan-2-yl)-2-pyridyl]oxy]piperidine-2,6-dione CC1(OB(OC1(C)C)C=1C=CC(=NC1)OC1C(NC(CC1)=O)=O)C